OCC1=CN=C2C3=C(C(NC2=C1C)=O)CCC3 3-(hydroxymethyl)-4-methyl-5,7,8,9-tetrahydro-6H-cyclopenta[c][1,5]naphthyridin-6-one